OC1=NC2=CC=CC=C2N=C1O 2,3-Dihydroxyquinoxaline